C(CCC)(=N)N Butaneamidine